C[C@@H]1O[C@@H](CN(C1)C1CCN(CC1)C1=C(C=C(C(=C1)OC)NC1=NC=NC(=C1)N1OCC[C@@H]1C1=CC=CC2=CC=CC=C12)NC(C=C)=O)C N-(2-(4-((2S,6R)-2,6-dimethylmorpholino)piperidine-1-yl)-4-methoxy-5-((6-((R)-3-(naphthalene-1-yl)isoxazolidine-2-yl)pyrimidine-4-yl)amino)phenyl)acrylamide